The molecule is an organic triphosphate formed by condensation between the gamma-phospho group of guanosine 5'-triphosphate and ethanol. It derives from a GTP and an ethanol. CCOP(=O)(O)OP(=O)(O)OP(=O)(O)OC[C@@H]1[C@H]([C@H]([C@@H](O1)N2C=NC3=C2N=C(NC3=O)N)O)O